N=1N=CN(C1)CCNC(=O)C=1C=C(C2=C(C(CO2)C2=CC=CC=C2)C1)C(=O)NC N5-(2-(4H-1,2,4-Triazol-4-yl)ethyl)-N7-methyl-3-phenyl-2,3-dihydrobenzofuran-5,7-dicarboxamid